F[C@H]1C[C@H](N(C1)C(CN1CCC(CC1)NC=1C=C2C(=CC=NC2=CC1)OC)=O)C#N (2S,4S)-4-fluoro-1-[2-[4-[(4-methoxy-6-quinolyl)amino]-1-piperidyl]acetyl]pyrrolidine-2-carbonitrile